N=1C=NN2C1C=CC(=C2)C2=CNC=1N=C(N=C(C12)OC)NC1CCC(CC1)OCCO 2-(((1r,4r)-4-((5-([1,2,4]triazolo[1,5-a]pyridin-6-yl)-4-methoxy-7H-pyrrolo[2,3-d]pyrimidin-2-yl)amino)cyclohexyl)oxy)ethan-1-ol